2,6-dimethylphenyl-boronic acid CC1=C(C(=CC=C1)C)B(O)O